FC1=CC=C(C=C1)CC(=O)NC1CCC(CC1)NC1=CC(=NC2=CC=CC=C12)C(F)(F)F 2-(4-fluorophenyl)-N-[(1s,4s)-4-{[2-(trifluoromethyl)quinolin-4-yl]amino}cyclohexyl]acetamide